C1OCC12N(CCC2)C(=O)C2CCC(CC2)C2=C(N(C=1N=CN=C(C12)N)C)C1=C(C=C(C=C1)NC(C(=C)C)=O)F (R)-N-(4-(5-(4-(2-oxa-5-azaspiro[3.4]octane-5-carbonyl)cyclohexan-1-yl)-4-amino-7-methyl-7H-pyrrolo[2,3-d]pyrimidin-6-yl)-3-fluorophenyl)methacrylamide